3-aminonicotinonitrile NC1(C#N)CN=CC=C1